ClC=1C=C(NC2(CCC3(C(CC4=CC=CC=C34)C3=CC(=CC=C3)OCC=3C=NC=CC3)CC2)C(=O)O)C=CC1 (1r,4r)-4-(3-chloroanilino)-2'-{3-[(pyridin-3-yl)methoxy]phenyl}-2',3'-dihydrospiro[cyclohexane-1,1'-indene]-4-carboxylic acid